Cl.N1CCC(CC1)C1=CC=C(C(=O)N)C=C1 4-(piperidin-4-yl)benzamide hydrochloride